C[C@H]1CC[C@H]2[C@@H]1[C@@H](OC=C2C(=O)[O-])O[C@H]3[C@@H]([C@H]([C@@H]([C@H](O3)CO)O)O)O The molecule is a monocarboxylic acid anion that is the conjugate base of 7-deoxyloganic acid, obtained by deprotonation of the carboxy group; major species at pH 7.3. It is a conjugate base of a 7-deoxyloganic acid.